N-[(2R,3S)-2-ethoxy-5-oxooxolan-3-yl]pyrrolidine-2-carboxamide C(C)O[C@@H]1OC(C[C@@H]1NC(=O)C1NCCC1)=O